C(CCC=C)(=O)NCC=1SC(=CN1)C(=O)[O-] 2-(pent-4-enamidomethyl)thiazole-5-carboxylate